methyl (E)-3-(3-(N-((4-(4-methoxyphenyl)bicyclo[2.2.2]octan-1-yl)methyl)cyclohexanecarboxamido)phenyl)acrylate COC1=CC=C(C=C1)C12CCC(CC1)(CC2)CN(C(=O)C2CCCCC2)C=2C=C(C=CC2)/C=C/C(=O)OC